C(C=C)C1=C(C=CC=C1F)C1(CC(CCC1)=O)C=C 3-(2-allyl-3-fluorophenyl)-3-vinylcyclohexan-1-one